(2-methoxyethyl)[(piperidin-2-yl)methyl]carbamic acid 2-(2-chlorophenyl)-5-hydroxy-8-[(3S,4R)-3-hydroxy-1-methylpiperidin-4-yl]-4-oxo-4H-1-benzopyran-7-yl ester ClC1=C(C=CC=C1)C=1OC2=C(C(C1)=O)C(=CC(=C2[C@@H]2[C@@H](CN(CC2)C)O)OC(N(CC2NCCCC2)CCOC)=O)O